3-(9H-carbazole-9-yl)phenyl[1,1'-biphenyl]-4-amine C1=CC=CC=2C3=CC=CC=C3N(C12)C=1C=C(C=CC1)C1=C(C=CC(=C1)N)C1=CC=CC=C1